(+/-)-1-tert-Butyl cis-4-(4-Methoxyphenyl)-3-methyl-3-({[(trifluoromethyl)sulfonyl]oxy}methyl)piperidine-1-carboxylate COC1=CC=C(C=C1)[C@H]1[C@](CN(CC1)C(=O)OC(C)(C)C)(COS(=O)(=O)C(F)(F)F)C |r|